Sodium tetrakis-[3,5-bis(trifluoromethyl) phenyl]borate FC(C=1C=C(C=C(C1)C(F)(F)F)[B-](C1=CC(=CC(=C1)C(F)(F)F)C(F)(F)F)(C1=CC(=CC(=C1)C(F)(F)F)C(F)(F)F)C1=CC(=CC(=C1)C(F)(F)F)C(F)(F)F)(F)F.[Na+]